C(C)(C)(C)OC(CC1=C(C=C(C(=C1)F)O)F)=O (2,5-difluoro-4-hydroxyphenyl)acetic acid tert-butyl ester